((allyloxy)carbonyl)-glycyl-glycyl-glycyl-glycyl-glycine C(C=C)OC(=O)NCC(=O)NCC(=O)NCC(=O)NCC(=O)NCC(=O)O